N[C@@H](CC(=O)OCC)C=1C=C(C=C(C1F)C(F)(F)F)C1=C(C(=CC=C1C)C)O ethyl (3S)-3-amino-3-[4-fluoro-2'-hydroxy-3',6'-dimethyl-5-(trifluoromethyl)-[1,1'-biphenyl]-3-yl]propanoate